ClC=1C(=NC(=NC1)N1CCC(CC1)OCCOCCOCCOCCOCCOS(=O)(=O)C1=CC=C(C=C1)C)NC=1C=C2C=C(C(N(C2=CC1)C)=O)OCC(NC)=O 14-([1-[5-chloro-4-([1-methyl-3-[(methylcarbamoyl)methoxy]-2-oxoquinolin-6-yl]amino)pyrimidin-2-yl]piperidin-4-yl]oxy)-3,6,9,12-tetraoxatetradecan-1-yl-4-methylbenzenesulfonate